(+/-)-Methyl 2-[4-(trifluoromethyl)phenoxy]propanoate FC(C1=CC=C(O[C@@H](C(=O)OC)C)C=C1)(F)F |r|